4-norbornene-terephthalamide C12C=CC(CC1)(C2)C2=CC(=CC=C2C(=O)N)C(=O)N